[Na].O=N1=C(C=CC=C1)S 1-oxo-1λ(5)-pyridine-2-thiol sodium salt